3-[[3-(ethylsulfamoylamino)-2-fluoro-phenyl]methyl]-7-[(3-fluoro-2-pyridinyl)oxy]-4-methyl-chromen-2-one C(C)NS(=O)(=O)NC=1C(=C(C=CC1)CC=1C(OC2=CC(=CC=C2C1C)OC1=NC=CC=C1F)=O)F